1-[(3S)-3-[4-amino-3-[(E)-2-(3,5-dimethoxyphenyl)vinyl]pyrazolo[3,4-d]pyrimidin-1-yl]pyrrolidin-1-yl]prop-2-en-1-one NC1=C2C(=NC=N1)N(N=C2\C=C\C2=CC(=CC(=C2)OC)OC)[C@@H]2CN(CC2)C(C=C)=O